1-(2-(4-(1-(quinoxalin-6-yl)ethyl)piperazin-1-yl)pyrimidin-5-yl)ethan-1-one N1=CC=NC2=CC(=CC=C12)C(C)N1CCN(CC1)C1=NC=C(C=N1)C(C)=O